2-{[4-(trifluoromethyl)pyridin-2-yl]oxy}acetylhydrazine FC(C1=CC(=NC=C1)OCC(=O)NN)(F)F